NC1=C(SC2=NC(=CN=C21)C)C(=O)NC2CC=1C=CC(=NC1CC2)N2CC(C(C2)C(COC)(F)F)N 7-amino-N-{2-[3-amino-4-(1,1-difluoro-2-methoxyethyl)pyrrolidin-1-yl]-5,6,7,8-tetrahydroquinolin-6-yl}-3-methylthieno[2,3-b]pyrazine-6-carboxamide